C1(CCC1)CN[C@H]1CN(CCC1)C1=CC=C(C=C1)C1(COC1)N1N=NC(=C1)C=1C=C(C=NC1)N(C)C (R)-5-(1-(3-(4-(3-((cyclobutylmethyl)amino)piperidin-1-yl)phenyl)oxetan-3-yl)-1H-1,2,3-triazol-4-yl)-N,N-dimethylpyridin-3-amine